BrC1=NN(C(N1C(C(=O)OCC)C)=O)CC1CCCCC1 ethyl 2-[3-bromo-1-(cyclohexylmethyl)-5-oxo-4,5-dihydro-1H-1,2,4-triazol-4-yl]propanoate